COC(C1=CC(=CC(=C1)[C@H]1N(CCOC1)CC1=CC=C(C=C1)OC)Cl)=N.BrC1=NC(=CC=C1NC(C)C=1C=C(C=C2C(C(=C(OC12)N(C)C)C)=O)C)Cl 8-(1-((2-bromo-6-chloropyridin-3-yl)amino)ethyl)-2-(dimethylamino)-3,6-dimethyl-4H-chromen-4-one methyl-(R)-3-chloro-5-(4-(4-methoxybenzyl)morpholin-3-yl)benzimidate